[Si](C)(C)(C(C)(C)C)OC1CN(CCC1N1C([C@H](CC1)OS(=O)(=O)C1=CC=C(C)C=C1)=O)C1=NC=C(C=N1)C(F)(F)F (3S)-4-toluenesulfonic acid 1-(3-((tert-butyldimethylsilyl) oxy)-1-(5-(trifluoromethyl) pyrimidin-2-yl) piperidin-4-yl)-2-oxopyrrolidin-3-yl ester